(S)-5-(1-(azepan-4-yl)piperidin-4-yl)-3-ethyl-2-(2-methoxypyridin-4-yl)-1H-indole N1CC[C@H](CCC1)N1CCC(CC1)C=1C=C2C(=C(NC2=CC1)C1=CC(=NC=C1)OC)CC